6-(4-(((3r,4r)-4-hydroxy-3-(4-methyl-1-oxo-1,3-dihydroisobenzofuran-5-yl)piperidin-1-yl)methyl)-3-methyl-2-oxo-2,3-dihydro-1H-imidazol-1-yl)-4-methylpyridine-3-carbonitrile O[C@H]1[C@@H](CN(CC1)CC=1N(C(N(C1)C1=CC(=C(C=N1)C#N)C)=O)C)C=1C(=C2COC(C2=CC1)=O)C